CC=1C(=C(C(=C(C(=O)O)C1)CCCCCCCC)C)N Dimethyl-octyl-para-aminobenzoic acid